C(C1=CC=CC=C1)OC1=C(C=C2C3=C(C=C(C(=C3)CC)OCC3=CC=CC=C3)C3(CCC3)OC2=C1)CC 3,8-Bis(benzyloxy)-2,9-diethylspiro[benzo[c]chromene-6,1'-cyclobutane]